distearylmaleic acid amide C(CCCCCCCCCCCCCCCCC)/C(=C(/C(=O)N)\CCCCCCCCCCCCCCCCCC)/C(=O)O